CC1=C(C(=CC=C1)C(F)(F)F)COC=1C=CC(=NC1)N1C=NC(=C1)CO [1-(5-{[2-methyl-6-(trifluoromethyl)phenyl]methoxy}pyridin-2-yl)imidazol-4-yl]methanol